C(C)(C)OC[C@@H]1COCCN1C[C@@H]1NC[C@H](N(C1)C(=O)OC(C)(C)C)C tert-butyl (2R,5S)-5-(((S)-3-(isopropoxymethyl)morpholino)methyl)-2-methylpiperazine-1-carboxylate